FC(C1CCN(CC1)CC=1C=C2C(=NN(C2=CC1)C1OCCCC1)C1=NC=CC(=N1)N1N=CC(=C1)CCO)F 2-[1-[2-[5-[[4-(difluoromethyl)-1-piperidyl]methyl]-1-tetrahydropyran-2-yl-indazol-3-yl]pyrimidin-4-yl]pyrazol-4-yl]ethanol